The molecule is an amino trisaccharide consisting of beta-D-mannose, beta-D-2-acetamido-2-deoxyglucose and alpha-D-2-acetamido-2-deoxyglucose residues joined by sequential (1->4)-linkages. It is an amino sugar and a trisaccharide derivative. CC(=O)N[C@@H]1[C@H]([C@@H]([C@H](O[C@@H]1O)CO)O[C@H]2[C@@H]([C@H]([C@@H]([C@H](O2)CO)O[C@H]3[C@H]([C@H]([C@@H]([C@H](O3)CO)O)O)O)O)NC(=O)C)O